6-chloro-N-(methyl-d3)pyridazine-3-carbamate ClC1=CC=C(N=N1)N(C(=O)[O-])C([2H])([2H])[2H]